BrC1=CC=CC2=CC=CC=C12 4-bromonaphthalene